(R)-(+)-2-(t-butoxycarbonylamino)-3-methyl-1-butanol C(C)(C)(C)OC(=O)N[C@@H](CO)C(C)C